1-(5Z,8Z,11Z,14Z,17Z-eicosapentaenoyl)-2-(9Z-octadecenoyl)-sn-glycero-3-phosphocholine CCCCCCCC/C=C\CCCCCCCC(=O)O[C@H](COC(=O)CCC/C=C\C/C=C\C/C=C\C/C=C\C/C=C\CC)COP(=O)([O-])OCC[N+](C)(C)C